1-(2-(1-aminoethyl)-5-cyclopropylpyrazolo[1,5-a]pyrimidin-7-yl)-3-methylimidazolidine-2,4-dione NC(C)C1=NN2C(N=C(C=C2N2C(N(C(C2)=O)C)=O)C2CC2)=C1